L-2,6-dinitrotoluene [N+](=O)([O-])C1=C(C)C(=CC=C1)[N+](=O)[O-]